8-amino-1-(3-hydroxypropyl)-4,4-dimethyl-N-{4-[(1-methylpiperidin-4-yl)carbamoyl]phenyl}-4,5-dihydro-1H-pyrazolo[4,3-H]quinazoline-3-carboxamide NC1=NC=2C3=C(C(CC2C=N1)(C)C)C(=NN3CCCO)C(=O)NC3=CC=C(C=C3)C(NC3CCN(CC3)C)=O